N4-{(1R)-1-[3-(difluoromethyl)-2-fluorophenyl]ethyl}-N6,2-dimethyl-N6-(prop-2-en-1-yl)pyrido[3,4-d]pyrimidine-4,6-diamine FC(C=1C(=C(C=CC1)[C@@H](C)NC=1C2=C(N=C(N1)C)C=NC(=C2)N(CC=C)C)F)F